C(C)C1=CC=C(C=C1)CC/C=C/C=1C=C2C(COCC2=CC1)=O (E)-6-(4-(4-ethylphenyl)but-1-en-1-yl)isochroman-4-one